(2R,6R)-N-[(1R,4R)-2-azabicyclo[2.2.1]heptan-5-yl]-6-methyl-4-[8-(trifluoromethyl)-5-quinolyl]morpholine-2-carboxamide [C@H]12NC[C@H](C(C1)NC(=O)[C@H]1CN(C[C@H](O1)C)C1=C3C=CC=NC3=C(C=C1)C(F)(F)F)C2